ClC=1C(N(C(=CC1OCC1=NC=C(C=C1F)F)C)C1=CC(=NC=C1C)C1=NC(=NC(=C1)C1CC1)C(C)(C)O)=O 3-chloro-2'-[6-cyclopropyl-2-(2-hydroxypropan-2-yl)pyrimidin-4-yl]-4-[(3,5-difluoropyridin-2-yl)methoxy]-5',6-dimethyl-[1,4'-bipyridin]-2-one